C1(CCCC1)NNC(=O)C=1C=NN2C1N=C(C=C2NC)NC2=CC(=CC=1OCCOC12)F N'-cyclopentyl-5-((7-fluoro-2,3-dihydrobenzo[b][1,4]dioxin-5-yl)amino)-7-(methylamino)pyrazolo[1,5-a]pyrimidine-3-carbohydrazide